ClC1=C(C(=CC=C1)CO)C=1C(=CC=C(C1)C)C=O 2'-chloro-6'-(hydroxymethyl)-5-methyl-[1,1'-biphenyl]-2-carbaldehyde